C1(CC1)N1CCN(CC1)C1CCN(CC1)C1=C(C=C(C(=C1)OC)NC1=NC=NC(=C1)N1OCC[C@@H]1C1=CC(=CC=C1)OCC1=CC(=CC=C1)F)NC(C=C)=O (R)-N-(2-(4-(4-cyclopropylpiperazin-1-yl)piperidin-1-yl)-5-((6-(3-(3-((3-fluorobenzyl)oxy)phenyl)isoxazolidin-2-yl)pyrimidin-4-yl)amino)-4-methoxyphenyl)acrylamide